N,N-di([1,1'-biphenyl]-4-yl)-3'-(9H-carbazol-9-yl)-[1,1'-biphenyl]-4-amine C1(=CC=C(C=C1)N(C1=CC=C(C=C1)C1=CC(=CC=C1)N1C2=CC=CC=C2C=2C=CC=CC12)C1=CC=C(C=C1)C1=CC=CC=C1)C1=CC=CC=C1